(5R)-2-(2,5-dimethyl-1,3-oxazole-4-carbonyl)-9,9-dimethyl-8-oxo-2-azaspiro[4.5]dec-6-ene-7-carbonitrile CC=1OC(=C(N1)C(=O)N1C[C@]2(CC1)C=C(C(C(C2)(C)C)=O)C#N)C